C([O-])([O-])=O.C(C)C([NH2+]C)(CC)CC.C(C)C(CC)(CC)[NH2+]C triethylmethyl-methyl-ammonium carbonate